N1-(2-(dimethylamino)ethyl)-N4-(4-(4-fluoro-2-methylbenzo[d]oxazole-6-yl)pyrimidin-2-yl)-5-methoxy-N1-methyl-2-nitrobenzene-1,4-diamine CN(CCN(C1=C(C=C(C(=C1)OC)NC1=NC=CC(=N1)C1=CC2=C(N=C(O2)C)C(=C1)F)[N+](=O)[O-])C)C